(E)-2-(5-bromo-2-pyridinyl)-3-ethoxy-prop-2-enenitrile BrC=1C=CC(=NC1)/C(/C#N)=C\OCC